N-(4-fluoro-2-methoxy-5-aminophenyl)-4-(1-methyl-1H-indole-3-yl)pyrimidin-2-amine FC1=CC(=C(C=C1N)NC1=NC=CC(=N1)C1=CN(C2=CC=CC=C12)C)OC